4,4-difluoro-2-phenyl-piperidine FC1(CC(NCC1)C1=CC=CC=C1)F